FC1(CNCCC1N1CSC(=C1C)COC=1C=CC2=C(C=C(O2)C)C1)F N-(3,3-difluoropiperidin-4-yl)-2-methyl-5-((4-methylthiazol-5-yl)methoxy)benzofuran